10-[4-(4-cyanophenyl)phenoxy]decyl 2,5-bis[[4-[2-[4-(3-hydroxypropoxy)phenyl]ethynyl]benzoyl]oxy]benzoate OCCCOC1=CC=C(C=C1)C#CC1=CC=C(C(=O)OC2=C(C(=O)OCCCCCCCCCCOC3=CC=C(C=C3)C3=CC=C(C=C3)C#N)C=C(C=C2)OC(C2=CC=C(C=C2)C#CC2=CC=C(C=C2)OCCCO)=O)C=C1